(3E,13Z)-2,13-Octadecadien C\C=C\CCCCCCCCC\C=C/CCCC